3-iodo-8-[(4R,5R)-5-(tert-butyl-dimethyl-silanyloxymethyl)-2,2-dimethyl-[1,3]dioxolan-4-yl-methoxy]-6,6-dimethyl-6H-benzo[b]naphtho[2,3-d]furan-11-one IC=1C=CC2=C(OC3=C2C(C2=CC=C(C=C2C3(C)C)OC[C@H]3OC(O[C@H]3C(O[SiH2]C(C)(C)C)(C)C)(C)C)=O)C1